C/C(/C(=O)O)=C\CN(C)CCCCN1C2=C(CCC3=C1C=C(C=C3)Cl)C=C(C=C2)OCCOCC#C.OCC(NCC(=O)O)(CO)CO N-tris(hydroxymethyl)methyl-glycine methyl-(E)-4-{4-[7-chloro-2-(2-prop-2-ynoxyethoxy)-10,11-dihydro-5H-dibenzo[b,f]azepin-5-yl]-butyl-methyl-amino}-but-2-enoate